CS(=O)(=O)C1=C(C=C(C=N1)N1CCOC2=C1C=C(C=C2)O[C@@H]2CN(CC2)C(COC)=O)C 1-{(S)-3-[4-(6-methanesulfonyl-5-methyl-pyridin-3-yl)-3,4-dihydro-2H-benzo[1,4]oxazin-6-yloxy]-pyrrolidin-1-yl}-2-methoxy-ethanone